F[C@@H]1CN(CC[C@H]1NC1=NN2C(C(=N1)OC)=C(C=C2)C=2C=CC1=C(N(N=N1)C[C@H](C)F)C2)C2COC2 N-((3R,4R)-3-fluoro-1-(oxetan-3-yl)piperidin-4-yl)-5-(1-((S)-2-fluoropropyl)-1H-benzo[d][1,2,3]triazol-6-yl)-4-methoxypyrrolo[2,1-f][1,2,4]triazin-2-amine